4-bromo-1,2-dibenzyloxybenzene BrC1=CC(=C(C=C1)OCC1=CC=CC=C1)OCC1=CC=CC=C1